1-(2-oxabicyclo[2.1.1]hex-4-yl)-2-bromoethan-1-one C12OCC(C1)(C2)C(CBr)=O